1-{9-[1-(2-hydroxyethyl)-4-pyrazolylamino]-3-aza-3-spiro[5.5]undecyl}-3-(3-methoxy-2-pyridyl)-1-propanone OCCN1N=CC(=C1)NC1CCC2(CCN(CC2)C(CCC2=NC=CC=C2OC)=O)CC1